(3R,5S)-1-[3-acetyl-6-[6-[(6-methylpyridazin-3-yl)amino]benzimidazol-1-yl]-2-pyridyl]-5-methyl-pyrrolidine-3-carbonitrile C(C)(=O)C=1C(=NC(=CC1)N1C=NC2=C1C=C(C=C2)NC=2N=NC(=CC2)C)N2C[C@@H](C[C@@H]2C)C#N